ClC=1C(N(C(=CC1OCC1=NC=C(C=C1F)F)C)C1=CC(=NC=C1C)C1=NC(=NC=C1)C(C)(C)O)=O (P)-3-Chloro-4-((3,5-difluoropyridin-2-yl)methoxy)-2'-(2-(2-hydroxypropan-2-yl)pyrimidin-4-yl)-5',6-dimethyl-2H-[1,4'-bipyridin]-2-one